N1=CC=NC2=C(C=CC=C12)C1=C(C=CC=C1)O 2-(quinoxalin-5-yl)phenol